COC1=CC=C2C(C(C=3C=CC=C1C32)=O)=O 5-Methoxyacenaphthylene-1,2-dione